[2-[2-Chloro-3-[2-[1,3-dihydro-3,3-dimethyl-1-(4-sulfobutyl)-2H-indol-2-ylidene]-ethylidene]-1-cyclohexen-1-yl]-ethenyl]-3,3-dimethyl-1-(4-sulfobutyl)-3H-indolium ClC1=C(CCCC1=CC=C1N(C2=CC=CC=C2C1(C)C)CCCCS(=O)(=O)O)C=CC1=[N+](C2=CC=CC=C2C1(C)C)CCCCS(=O)(=O)O